O=S1(CCN(CC1)C(=O)C1=C(C=C(C=C1)NC(=O)C1CC1)N1CC(CC1)C(F)(F)F)=O N-[4-(1,1-dioxo-1,4-thiazinan-4-carbonyl)-3-[3-(trifluoromethyl)pyrrolidin-1-yl]phenyl]cyclopropanecarboxamide